4-((di-tert-Butoxyphosphoryl)oxy)butanoic acid C(C)(C)(C)OP(=O)(OC(C)(C)C)OCCCC(=O)O